9,12-dioxo-3,6-dioxa-10,13-diaZahexadecane-16-oic acid O=C(CCOCCOCC)NCC(NCCC(=O)O)=O